Cl.C(C)OC[C@@]1(CN(CC1)CC=1C=NN(C1)C)CCC=1SC=CC1 (S)-4-((3-(ethoxymethyl)-3-(2-(thiophen-2-yl)ethyl)pyrrolidin-1-yl)methyl)-1-methyl-1H-pyrazole HCl